2,5-dibromo-pyrrole BrC=1NC(=CC1)Br